2-[2-(thiazolo[4,5-c]pyridin-2-ylmethyl-carbamoyl)indan-2-yl]acetic acid S1C(=NC=2C=NC=CC21)CNC(=O)C2(CC1=CC=CC=C1C2)CC(=O)O